N(C(=N)N)CC(C(=O)O)O 3-carbamimidamido-2-hydroxypropanoic acid